4-((4-hydroxyphenyl)azo)benzoic acid OC1=CC=C(C=C1)N=NC1=CC=C(C(=O)O)C=C1